C1(CC1)CO[C@H]1C[C@@H](N(CC1)C1CCS(C2=C1C=1C=CNC1C(=C2)C)(=O)=O)C2=CC=C(C(=O)O)C=C2 4-((2R,4R)-4-(cyclopropylmethoxy)-1-(4-methyl-6,6-dioxido-3,7,8,9-tetrahydrothiopyrano[3,2-e]indol-9-yl)piperidin-2-yl)benzoic acid